N-(R)-4-aza-1-indanyl(2-{3-isopropyl-6-(5-methyl-1,3,4-oxadiazol-2-yl)-1,1-dioxo-5-[2-(tetrahydro-2H-pyran-4-yl)ethyl]-1λ6-thia-4-aza-7-indanyl}-1,3a-diaza-4-indenyl)amine C1(CCC2=NC=CC=C12)NC=1N2C=C(N=C2C=CC1)C=1C(=C(N=C2C(CS(C12)(=O)=O)C(C)C)CCC1CCOCC1)C=1OC(=NN1)C